4-tert-butyl-N-(2-methyl-3-(4,4,5,5-tetramethyl-1,3,2-dioxaborolan-2-yl)phenyl)benzamide C(C)(C)(C)C1=CC=C(C(=O)NC2=C(C(=CC=C2)B2OC(C(O2)(C)C)(C)C)C)C=C1